C(C)(C)(C)OC(=O)NN (tert-butoxy)carbonyl-hydrazine